dimethylsilyl-bis(tetrahydroindenyl)zirconium C[SiH](C)[Zr](C1CCC2CC=CC=C12)C1CCC2CC=CC=C12